NC(=O)C=1C=C2CN(CC2=CC1)S(=O)(=O)C1=C(C=C(C=C1)C=1C=NNC1)OC 5-aminocarbonyl-2-((2-methoxy-4-(1H-pyrazol-4-yl)phenyl)sulfonyl)isoindoline